(4-chlorobenzo[d]thiazol-2-yl)methyl ((2-(2,6-dioxopiperidin-3-yl)-3-oxoisoindolin-5-yl)methyl)carbamate O=C1NC(CCC1N1CC2=CC=C(C=C2C1=O)CNC(OCC=1SC2=C(N1)C(=CC=C2)Cl)=O)=O